ClC1=CC=C(OCC(ON=C(CC)C=2C(CC(CC2O)CC(C)SCC)=O)C)C=C1 2-{1-[2-(4-chloro-phenoxy)-1-methyl-ethoxyimino]-propyl}-5-(2-ethylsulfanyl-propyl)-3-hydroxy-cyclohex-2-enone